(2-aminophenyl)-4-(((3-chloro-1,4-diphenoxy-1,4-dihydronaphthalen-2-yl)amino)methyl)benzamide NC1=C(C=CC=C1)C1=C(C(=O)N)C=CC(=C1)CNC=1C(C2=CC=CC=C2C(C1Cl)OC1=CC=CC=C1)OC1=CC=CC=C1